(1R,2S)-2-{3-[(5-chloro-2-cyclopropylpyrimidin-4-yl)amino]-1H-indazol-6-yl}-5'-methoxy-1'H-spiro[cyclopropan-1,3'-indol]-2'-one ClC=1C(=NC(=NC1)C1CC1)NC1=NNC2=CC(=CC=C12)[C@@H]1C[C@@]12C(NC1=CC=C(C=C21)OC)=O